ClC=1C=C(C=CC1)[C@@H](CN(C)CC1CC1)N1C(C=C(C=C1)C1=CNC2=NC=C(C=C21)N2CCOCC2)=O (S)-1-(1-(3-Chlorophenyl)-2-((cyclopropylmethyl)(methyl)amino)ethyl)-4-(5-morpholino-1H-pyrrolo[2,3-b]pyridin-3-yl)pyridin-2(1H)-one